CN1CCN(CC1)C=1C=CC=2N(N1)C(=NN2)CCC(=O)NC2CCN(CC2)CC2=CC=NC=C2 3-[6-(4-methylpiperazin-1-yl)-[1,2,4]triazolo[4,3-b]pyridazin-3-yl]-N-[1-(pyridin-4-ylmethyl)piperidin-4-yl]propanamide